NC=1N=CC2=CC=CC=C2C1 3-aminoisoquinoline